O=C1NC(CCC1N1C(C2=CC=CC(=C2C1)N1N=NC(=C1)CCCCN1CCN(CC1)C1=CC=C(C(=O)N2CCC(CC2)CCCCNC(\C=C\C=2C=NC=CC2)=O)C=C1)=O)=O (E)-N-(4-(1-(4-(4-(4-(1-(2-(2,6-dioxopiperidin-3-yl)-1-oxoisoindolin-4-yl)-1H-1,2,3-triazol-4-yl)butyl)piperazin-1-yl)benzoyl)piperidin-4-yl)butyl)-3-(pyridin-3-yl)acrylamide